3-((3,3-difluoro-1,2a-dihydroxy-2,2a,3,4-tetrahydro-1H-cyclopenta[cd]inden-5-yl)oxy)-5-fluorobenzonitrile FC1(CC=2C=3C1(CC(C3C=CC2OC=2C=C(C#N)C=C(C2)F)O)O)F